1-(1-hydroxy-5-isoquinolinyl)homopiperazine OC1=NC=CC2=C(C=CC=C12)N1CCNCCC1